benzyl-malonic acid C(C1=CC=CC=C1)C(C(=O)O)C(=O)O